N1=CC=CC=2C3=CC=CN=C3C(C12)=O 1,8-diaza-9-fluorenone